C1OCCC[N+]12CCCCC2 2-oxa-6λ5-azaspiro[5.5]undecan-6-ylium